methyl 4-(4-amino-6-(5-chloro-2-fluorophenyl)pyridazin-3-yl)butanoate NC1=C(N=NC(=C1)C1=C(C=CC(=C1)Cl)F)CCCC(=O)OC